trans-1,4-dibromomethylcyclohexane BrC[C@@H]1CC[C@H](CC1)CBr